7-oxo-4-thia-1-azabicyclo[3.2.0]hept-2-ene-2-carboxylate O=C1CC2SC=C(N12)C(=O)[O-]